2-(7-((2S,5R)-2,5-dimethyl-4-((S)-1-(3-methylquinoxalin-6-yl)ethyl)piperazin-1-yl)-4-methyl-5-oxo-4,5-dihydro-2H-pyrazolo[4,3-b]pyridin-2-yl)acetonitrile C[C@@H]1N(C[C@H](N(C1)[C@@H](C)C=1C=C2N=C(C=NC2=CC1)C)C)C=1C=2C(N(C(C1)=O)C)=CN(N2)CC#N